[Ni].C(C1=CC=CC=C1)=C(CC(=O)CC(C=CC1=CC=CC=C1)=CC1=CC=CC=C1)C=CC1=CC=CC=C1 (dibenzylidenepropyl)Ketone nickel